COC=1C=CC(=C2CN(C(C12)=O)CC(C#N)=C)C=1C=C2C(=NNC2=CC1)C=1SC=CC1 2-[[7-methoxy-1-oxo-4-[3-(2-thienyl)-1H-indazol-5-yl]isoindolin-2-yl]methyl]prop-2-enenitrile